O=C1NC(CCC1N1C(N(C2=C1C=CC(=C2)CCOCCOCCNC(OC(C)(C)C)=O)C)=O)=O 1-Tert-butyl (2-(2-(2-(1-(2,6-dioxopiperidin-3-yl)-3-methyl-2-oxo-2,3-dihydro-1H-benzo[d]imidazol-5-yl)ethoxy)ethoxy)ethyl)carbamate